3,3,4,4,6-Pentamethyl-2,3,4,6,7,8-hexahydro-5H-chromen-5-on CC1(COC=2CCC(C(C2C1(C)C)=O)C)C